(E)-3-(3,5-dichloro-4-(2-fluoro-4-hydroxy-3-isopropylbenzyl)phenyl)-N-methylacrylamide ClC=1C=C(C=C(C1CC1=C(C(=C(C=C1)O)C(C)C)F)Cl)/C=C/C(=O)NC